COC(C1=C(C=C(C=C1)CCCO)OCCOCCOCCOCCOCCOCCOC)=O (2,5,8,11,14,17-hexaoxanonadec-19-yloxy)-4-(3-hydroxypropyl)benzoic acid methyl ester